diphenyliodo nitrate [N+](=O)(OI(C1=CC=CC=C1)C1=CC=CC=C1)[O-]